C(C1=CC=CC=C1)OC1=CC=C(NC)C=C1 4-(benzyloxy)-N-methylaniline